7-amino-2-[(2E)-but-2-enoyl]-4-[3-(pyridin-3-yl)-1H-indazol-5-yl]-2,3-dihydro-1H-isoindol-1-one NC=1C=CC(=C2CN(C(C12)=O)C(\C=C\C)=O)C=1C=C2C(=NNC2=CC1)C=1C=NC=CC1